ClC1=C(C=CC(=C1)I)CCCC(=O)O 4-(2-chloro-4-iodophenyl)butyric acid